FC=1C(=NC=CC1)C(=O)NC 3-fluoro-N-methylpyridineamide